tert-butyl (5-(2-oxopyrrolidin-1-yl)pyridin-3-yl)carbamate O=C1N(CCC1)C=1C=C(C=NC1)NC(OC(C)(C)C)=O